NC1=C(N=CC(=N1)N1C[C@H]2C([C@H]2C1)(C1=CC=CC=C1)CNC(OCC1=CC=CC=C1)=O)SC=1C(=NC=CC1)C(F)(F)F benzyl (((1R,5S,6s)-3-(6-amino-5-((2-(trifluoromethyl)pyridin-3-yl)thio)pyrazin-2-yl)-6-phenyl-3-azabicyclo[3.1.0]hexan-6-yl)methyl)carbamate